N-[2-(2-aminoethylamino)-2-oxoethyl]-2-chloro-4-[[3-[1-(2,2-difluoroethyl)-3-(trifluoromethyl)pyrazol-4-yl]imidazo[1,2-a]pyrazin-8-yl]amino]benzamide NCCNC(CNC(C1=C(C=C(C=C1)NC=1C=2N(C=CN1)C(=CN2)C=2C(=NN(C2)CC(F)F)C(F)(F)F)Cl)=O)=O